N-{4-[2-(2-chloro-6-fluorophenyl)acetylamino]pyridin-2-yl}-N-phenylacetamide ClC1=C(C(=CC=C1)F)CC(=O)NC1=CC(=NC=C1)N(C(C)=O)C1=CC=CC=C1